ClC1=CC=C(CC2C(CCCCC2)=O)C=C1 2-(E)-(4-chlorobenzyl)-1-cycloheptanone